CC1([C@H](O1)CC\C(=C/CC=1C(=C2C(C=C(OC2=CC1OCOC)C1=CC=C(C=C1)OCOC)=O)O)\C)C (R,Z)-6-(5-(3,3-dimethyloxiran-2-yl)-3-methylpent-2-en-1-yl)-5-hydroxy-7-(methoxymethoxy)-2-(4-(methoxymethoxy)phenyl)-4H-chromen-4-one